(3,4-Dichlorophenyl)(3-(3-methyl-1,2,4-thiadiazol-5-yl)-8-(2-(methylsulfonyl)ethyl)-5,6-dihydro-[1,2,4]triazolo[4,3-a]pyrazin-7(8H)-yl)methanone ClC=1C=C(C=CC1Cl)C(=O)N1C(C=2N(CC1)C(=NN2)C2=NC(=NS2)C)CCS(=O)(=O)C